FC(C1=NN(C(=C1)S(=O)(=O)C(C)(F)C1N(CCCC1)C(=O)NC1=CN=NC=C1)C)F (1-((3-(difluoromethyl)-1-methyl-1H-pyrazol-5-yl)sulfonyl)-1-fluoroethyl)-N-(pyridazin-4-yl)piperidine-1-carboxamide